ClC1=C(C=NN(C1=O)C1CCN(CC1)S(=O)(=O)NC1=CC=C(C(=O)OC)C=C1)NC[C@@H]1COCCC1 methyl 4-[[4-[(1R)-5-chloro-6-oxo-4-[[(3R)-tetrahydropyran-3-yl]methylamino]pyridazin-1-yl]-1-piperidyl]sulfonylamino]benzoate